1-chloro-2-iodo-3,4-dihydroxy-9,10-anthraquinone ClC1=C(C(=C(C=2C(C3=CC=CC=C3C(C12)=O)=O)O)O)I